8-methyl-6-(3-oxa-9-aza-spiro[5.5]undec-9-yl)-2-(4-trifluoromethyl-pyridin-2-yl)-3H-quinazolin-4-one CC=1C=C(C=C2C(NC(=NC12)C1=NC=CC(=C1)C(F)(F)F)=O)N1CCC2(CCOCC2)CC1